O=S1(N(CCC1)C1=NC=C(C=C1C(C)=O)N1C=NC2=C1C=C(C=C2)NC=2N=NC(=CC2)C)=O 1-[2-(1,1-dioxo-1,2-thiazolidine-2-yl)-5-[6-[(6-methylpyridazin-3-yl)amino]benzimidazol-1-yl]-3-pyridinyl]ethanone